C1(CC1)N1N=CC(=C1)C(=O)N1CC2=C(C=C(C=C2CC1)C=1C=C2C(=NC1)NC=C2C)[C@H]2NCCC2 (S)-(1-Cyclopropyl-1H-pyrazol-4-yl)(6-(3-methyl-1H-pyrrolo[2,3-b]pyridin-5-yl)-8-(Pyrrolidin-2-yl)-3,4-dihydroisoquinolin-2(1H)-yl)methanone